2-Chloro-N-(2-formyl-4-(4,4,5,5-tetramethyl-1,3,2-dioxaborolan-2-yl)phenyl)acetamide ClCC(=O)NC1=C(C=C(C=C1)B1OC(C(O1)(C)C)(C)C)C=O